2,3,4-trimethoxybenzaldehyde COC1=C(C=O)C=CC(=C1OC)OC